CN1N=C2C(=CC(=CC2=C1)C=1C=C2C(N=C(S2)C2CCNCC2)=C(C1)O)C 6-(2,7-dimethyl-2H-indazol-5-yl)-2-(piperidin-4-yl)-1,3-benzothiazol-4-ol